NC=1N(C(C=2N(C(=NC2N1)C=1C=NN(C1)C)CC1=CC=CC=C1)=O)CCC 2-Amino-7-benzyl-8-(1-methyl-1H-pyrazol-4-yl)-1-propyl-1,7-dihydro-purin-6-one